ClC=1C=C2C=C(NC2=CC1C1=NC=C(N=C1)OC)CNC(=O)C1=CC(=NO1)C N-{[5-chloro-6-(5-methoxy-2-pyrazinyl)-2-indolyl]methyl}-3-methyl-5-isoxazolecarboxamide